NC=1C(=C2C=CN(C2=CC1)C(=O)OC(C)(C)C)C1=CC(=CC=C1)CC(=O)OCC tertbutyl 5-amino-4-(3-(2-ethoxy-2-oxoethyl)phenyl)-1H-indole-1-carboxylate